COC1=C(SC=C1)C(CC(=O)OCC)C[N+](=O)[O-] Ethyl 3-(3-methoxythiophen-2-yl)-4-nitrobutanoate